N-(2,4-dimethylbenzyl)-N-(1,3-dioxoisoindolin-2-yl)acetamide CC1=C(CN(C(C)=O)N2C(C3=CC=CC=C3C2=O)=O)C=CC(=C1)C